O=C(CCC(=O)O)OCC1=CC=C(C=C1)C=C 4-oxo-4-((4-vinylbenzyl)oxy)butyric acid